Cl.CN1N=CC(=C1)NC(C1=NC=C(C=C1)N1CCNCC1)=O N-(1-methyl-1H-pyrazol-4-yl)-5-(piperazin-1-yl)picolinamide hydrochloride